N-((S)-2-ammonio-3-methacrylamidopropanoyl)-O-methacryloyl-L-serinate [NH3+][C@H](C(=O)N[C@@H](COC(C(=C)C)=O)C(=O)[O-])CNC(C(=C)C)=O